1,1,1,3,3,3-hexafluoropropan-2-yl (±)-1-((1-methyl-1H-pyrazol-3-yl)carbamoyl)-6-azaspiro[2.5]octane-6-carboxylate CN1N=C(C=C1)NC(=O)[C@@H]1CC12CCN(CC2)C(=O)OC(C(F)(F)F)C(F)(F)F |r|